3-(4-fluoro-2-methylphenyl)-1-methyl-N6-(1,2,3,4-tetrahydroisoquinolin-7-yl)-1H-pyrazolo[3,4-d]Pyrimidine-3,6-diamine FC1=CC(=C(C=C1)C1(NN(C2=NC(=NC=C21)NC2=CC=C1CCNCC1=C2)C)N)C